1-((3-(8-cyanoindolizin-5-yl)pyridin-4-yl)thio)-3,3-difluorocyclobutane C(#N)C1=CC=C(N2C=CC=C12)C=1C=NC=CC1SC1CC(C1)(F)F